(S)-1-(1-(4-fluorophenyl)-3,4-dihydroisoquinolin-2(1H)-yl)-2-(3-(methylamino)bicyclo[1.1.1]pentan-1-yl)ethan-1-one FC1=CC=C(C=C1)[C@@H]1N(CCC2=CC=CC=C12)C(CC12CC(C1)(C2)NC)=O